3-fluoro-3-(6-(acetoxymethyl)pyridin-2-yl)azetidine-1-carboxylic acid tert-butyl ester C(C)(C)(C)OC(=O)N1CC(C1)(C1=NC(=CC=C1)COC(C)=O)F